tert-butyl 4-[2-[5-(1-methoxycarbonyl-2-methyl-propyl) isoxazol-3-yl]oxyethoxy]piperidine-1-carboxylate COC(=O)C(C(C)C)C1=CC(=NO1)OCCOC1CCN(CC1)C(=O)OC(C)(C)C